ethyl 5-acetyl-3-bromo-7-methylquinoline-2-carboxylate C(C)(=O)C1=C2C=C(C(=NC2=CC(=C1)C)C(=O)OCC)Br